3,4-dimethyloctane CC(CC)C(CCCC)C